CC1(NC(CC(C1)NCCCCCCN)(C)C)C N-(2,2,6,6-tetramethyl-4-piperidyl)-1,6-hexanediamine